CC1=C(OCCN2CCN(CC2)S(=O)(=O)C=2C=C3C(C(NC3=CC2)=O)=O)C=CC=C1 5-((4-(2-(2-methylphenoxy)ethyl)piperazine-1-yl)sulfonyl)indoline-2,3-dione